N-(3-(4-(2,3-dichlorophenyl)piperazin-1-yl)propyl)-2-methyl-6,6a,7,8,9,10-hexahydrobenzo[b]pyrido[1,2-d][1,4]oxazine-7-carboxamide formate salt C(=O)O.ClC1=C(C=CC=C1Cl)N1CCN(CC1)CCCNC(=O)C1CCCN2C3=C(OCC21)C=CC(=C3)C